C1=CC=CC=2C3=CC=CC=C3C(C12)COC(=O)N(C(C(=O)O)CC1=C(C=C(C=C1)OC)F)C 2-((((9H-Fluoren-9-yl)methoxy)carbonyl)(methyl)amino)-3-(2-fluoro-4-methoxyphenyl)propanoic acid